β-D-fructofuranosyl-α-D-galacturonic acid OC[C@@]1([C@@H](O)[C@H](O)[C@H](O1)CO)[C@@]1(O)[C@H](O)[C@@H](O)[C@@H](O)[C@H](O1)C(=O)O